C(C)C1=CC2=C(C=C1O)C1(CCC1)OC1=CC(=C(C=C21)C)O 9-ethyl-2-methyl-spiro[benzo[c]chromene-6,1'-cyclobutane]-3,8-diol